tert-butyl N-[5-[[6-(2,6-dichlorophenyl)-8-methyl-7-oxo-pyrido[2,3-d]pyrimidin-2-yl]amino]-2-(1-ethylpyrazol-3-yl)oxy-3-pyridyl]carbamate ClC1=C(C(=CC=C1)Cl)C1=CC2=C(N=C(N=C2)NC=2C=C(C(=NC2)OC2=NN(C=C2)CC)NC(OC(C)(C)C)=O)N(C1=O)C